BrC=1C=NN2C1N=C(C=C2)CCCCN(C(OC(C)C)=O)C isopropyl (4-(3-bromopyrazolo[1,5-a]pyrimidin-5-yl)butyl)(methyl)carbamate